C1(=CC=CC=2C3=CC=CC=C3NC12)C1=CC=C(C=C1)C1=CC=C(C=C1)C1=CC=CC=2C3=CC=CC=C3NC12 4,4'-bis(carbazolyl)-1,1'-biphenyl